FC(C1=NN(C=2C(CCC(C12)(F)F)(F)F)CC(=O)N[C@H](CC1=CC(=CC(=C1)F)F)C1=C(C=C2C(=N1)N=CS2)C2=CC=C(C=C2)F)F (R)-2-(3-(difluoromethyl)-4,4,7,7-tetrafluoro-4,5,6,7-tetrahydro-1H-indazol-1-yl)-N-(2-(3,5-difluorophenyl)-1-(6-(4-fluorophenyl)thiazolo[4,5-b]pyridin-5-yl)ethyl)acetamide